FC1=CC(=C(C=C1C=1C=NN(C1)C)O)C=1N=NC(=CC1)S[C@@H]1[C@@H]([C@H]2CCC[C@@H](C1)N2)F 4-fluoro-2-(6-(((1r,2r,3s,5s)-2-fluoro-9-azabicyclo[3.3.1]non-3-yl)thio)pyridazin-3-yl)-5-(1-methyl-1H-pyrazol-4-yl)phenol